(R)-1-(2-chloropyridin-3-yl)ethyl (4-(5-((1S,2S)-1-cyano-2-(trifluoromethyl)cyclopropane-1-carboxamido)pyridin-2-yl)-1-methyl-1H-1,2,3-triazol-5-yl)carbamate C(#N)[C@]1([C@H](C1)C(F)(F)F)C(=O)NC=1C=CC(=NC1)C=1N=NN(C1NC(O[C@H](C)C=1C(=NC=CC1)Cl)=O)C